ClC=1C(=C2C=NNC2=CC1Cl)C=1C(=NN(C1C)C1CC2(CN(C2)C(C=C)=O)C1)N1C(CC(CC1)CN1CCOCC1)(C)COC 1-(6-(4-(5,6-dichloro-1H-indazol-4-yl)-3-(2-(methoxymethyl)-2-methyl-4-(morpholinomethyl)piperidin-1-yl)-5-methyl-1H-pyrazol-1-yl)-2-azaspiro[3.3]heptan-2-yl)prop-2-en-1-one